(S)-2-((4-(6-((3,3-difluorocyclobutyl)methoxy)pyridin-2-yl)piperazin-1-yl)methyl)-1-(oxetan-2-ylmethyl)-1H-benzo[d]imidazole-6-carboxylic acid FC1(CC(C1)COC1=CC=CC(=N1)N1CCN(CC1)CC1=NC2=C(N1C[C@H]1OCC1)C=C(C=C2)C(=O)O)F